CN1C[C@@H]([C@H](C1)C)OCC=1C=NN(C1C1=CC=2N(C=C1)N=C(C2)NC2=NC=C(N=C2)C)C 5-(4-((((3R,4S)-1,4-dimethylpyrrolidin-3-yl)oxy)methyl)-1-methyl-1H-pyrazol-5-yl)-N-(5-methylpyrazin-2-yl)pyrazolo[1,5-a]pyridin-2-amine